OC(CC(=O)[O-])C.[K+] Potassium 3-hydroxybutyrate